N1CC(C1)C1=CC=CC=2N(C(N(C21)C)=O)C2C(NC(CC2)=O)=O 3-(4-(Azetidin-3-yl)-3-methyl-2-oxo-2,3-dihydro-1H-benzo[d]imidazol-1-yl)piperidine-2,6-dione